4-[[2,6-difluoro-4-[1-(2-trimethylsilylethoxymethyl)-1,2,4-triazol-3-yl]phenyl]methoxy]phenol FC1=C(C(=CC(=C1)C1=NN(C=N1)COCC[Si](C)(C)C)F)COC1=CC=C(C=C1)O